2-(2-isopropylphenyl)-[1,2,4]triazolo[1,5-a]pyridine-8-carboxylic acid methyl ester COC(=O)C=1C=2N(C=CC1)N=C(N2)C2=C(C=CC=C2)C(C)C